6,8-diethylquinoline C(C)C=1C=C2C=CC=NC2=C(C1)CC